Benzyl 8-(2-ethoxy-2-oxoethyl)chromane-4-carboxylate C(C)OC(CC=1C=CC=C2C(CCOC12)C(=O)OCC1=CC=CC=C1)=O